N-[(7-methyl-3H-imidazo[4,5-b]pyridin-2-yl)methyl]-2-(4-methylpiperazin-1-yl)-8-(propan-2-yl)pyrazolo[1,5-a][1,3,5]triazin-4-amine CC1=C2C(=NC=C1)NC(=N2)CNC2=NC(=NC=1N2N=CC1C(C)C)N1CCN(CC1)C